(1-methylcyclopropyl)methyl N-[1-[[2-chloro-5-(1-isopropyl-6-oxo-3-pyridyl)phenyl]methyl]-2-[4-(4-methyl-1,2,4-triazol-3-yl)anilino]-2-oxo-ethyl]carbamate ClC1=C(C=C(C=C1)C1=CN(C(C=C1)=O)C(C)C)CC(C(=O)NC1=CC=C(C=C1)C1=NN=CN1C)NC(OCC1(CC1)C)=O